C12(CC(C1)C2)C2=NC(=C1C=NC(=NN12)N[C@H]1[C@@H](COCC1)O)Cl (3S,4R)-4-[(7-{bicyclo[1.1.1]pentan-1-yl}-5-chloroimidazo[4,3-f][1,2,4]triazin-2-yl)amino]oxan-3-ol